1-(6-(4-isopropyl-4H-1,2,4-triazol-3-yl)pyridin-2-yl)-3-(pyrazolo[1,5-a]pyrimidin-3-yl)urea C(C)(C)N1C(=NN=C1)C1=CC=CC(=N1)NC(=O)NC=1C=NN2C1N=CC=C2